NC=1C(=CN(C1C#N)C1=CC=C(C=C1)OC1=CC=CC=C1)[C@H]1CN(CC1)C(=O)OC(C)(C)C tert-butyl (S)-3-(4-amino-5-cyano-1-(4-phenoxyphenyl)-1H-pyrrol-3-yl)pyrrolidine-1-carboxylate